2-(1H-pyrrolo[2,3-b]pyridin-5-yloxy)benzamide benzyl-((2S,3S)-5-(6-bromo-7-fluoro-1-oxoisoquinolin-2(1H)-yl)-3-((tert-butyldimethylsilyl)oxy)pentan-2-yl)carbamate C(C1=CC=CC=C1)N(C(O)=O)[C@@H](C)[C@H](CCN1C(C2=CC(=C(C=C2C=C1)Br)F)=O)O[Si](C)(C)C(C)(C)C.N1C=CC=2C1=NC=C(C2)OC2=C(C(=O)N)C=CC=C2